N1CC(C1)CN1CCC2(CC1)CCC(CC2)N2CCN(CC2)CC2=C(C=C(C=C2OC)C2=CN(C(C1=CN=CC=C21)=O)C)OC 4-[4-[[4-[3-(azetidin-3-ylmethyl)-3-azaspiro[5.5]undecan-9-yl]piperazin-1-yl]methyl]-3,5-dimethoxy-phenyl]-2-methyl-2,7-naphthyridin-1-one